isOxazolidone O1NC(CC1)=O